C1(CC1)OC1=CC=C(C=C1)N1C(N2C(CNCC2)=C1C(=O)N[C@@H](C)C1=C(C=CC=C1)N1N=CC=C1)=O |r| 2-[4-(cyclopropoxy)phenyl]-3-oxo-N-[rac-(1S)-1-(2-pyrazol-1-ylphenyl)ethyl]-6,8-dihydro-5H-imidazo[1,5-a]pyrazine-1-carboxamide